N[C@@H]1CN(CCC1(F)F)C1=NC2=C(N1CC=1N=CC(=NC1)C#N)C=CC(=C2)Cl (R)-5-((2-(3-Amino-4,4-difluoropiperidin-1-yl)-5-chloro-1H-benzo[d]imidazol-1-yl)methyl)pyrazin-2-carbonitril